ClC=1C=CC(=C2C=NN(C(C12)=O)C)OC1CC2(CN(C2)C/C(=C/C2=CC=3N(C=C2F)C=NN3)/F)C1 (Z)-8-chloro-5-((2-(2-fluoro-3-(6-fluoro-[1,2,4]triazolo[4,3-a]pyridin-7-yl)allyl)-2-azaspiro[3.3]heptan-6-yl)oxy)-2-methylphthalazin-1(2H)-one